C(#N)C1=C(C=C(C=C1)N1N=C(C=C1)CNS(=O)(=O)C1=CC=C(C=C1)C#N)C(F)(F)F N-((1-(4-cyano-3-trifluoromethylphenyl)-1H-pyrazol-3-yl)methyl)-4-cyanobenzenesulfonamide